BrC=1C=C2C(=NC1)NC=C2/C=C/C(=O)O (E)-3-(5-bromo-1H-pyrrolo[2,3-b]pyridin-3-yl)acrylic acid